FC(CN1N=CC=2C1=NC(=CN2)N2CC1(CN(C1)C1=CC(=NC=C1)OC(F)(F)F)CC2)F 6-[1-(2,2-difluoroethyl)-1H-pyrazolo[3,4-b]pyrazin-6-yl]-2-[2-(trifluoromethoxy)pyridin-4-yl]-2,6-diazaspiro[3.4]octane